2-([1,1'-biphenyl]-4-yl)-6-hydroxy-4H-chromen-4-one C1(=CC=C(C=C1)C=1OC2=CC=C(C=C2C(C1)=O)O)C1=CC=CC=C1